[C@H]12CC(C[C@H](CC1)N2)OC2=CC=C(N=N2)C2=C(C=C(C=C2)N2N=CC(=C2C)N)O 2-(6-(((1R,3S,5S)-8-azabicyclo[3.2.1]oct-3-yl)oxy)pyridazin-3-yl)-5-(4-amino-5-methyl-1H-pyrazol-1-yl)phenol